β-hydroxyisobutyl tert-butyl peroxide C(C)(C)(C)OOCC(C)(C)O